sulfonium triflate salt [O-]S(=O)(=O)C(F)(F)F.[SH3+]